(E)-3-(3-(4-aminobut-1-en-1-yl)phenyl)piperidine-2,6-dione NCC/C=C/C=1C=C(C=CC1)C1C(NC(CC1)=O)=O